FC1(C[C@@H](CC1)S(=O)(=O)C=1C=C(C=CC1)NC(=O)C1=NC=C(N=C1N1CCC2(CC2)CC1)NC(CO)(C)C)F (R)-N-(3-((3,3-difluorocyclopentyl)sulfonyl)phenyl)-5-((1-hydroxy-2-methylpropan-2-yl)amino)-3-(6-azaspiro[2.5]octan-6-yl)pyrazine-2-carboxamide